CN1C=2N(C3=C(C=C(C=C3C1=O)C)C(C)NC1=C(C(=O)O)C=CC=C1)N=CC2C2=CC=CC=C2 ((1-(4,7-dimethyl-5-oxo-3-phenyl-4,5-dihydropyrazolo[1,5-a]quinazolin-9-yl)ethyl)amino)benzoic acid